1,3-dichloro-5-methyl-5-ethylhydantoin ClN1C(=O)N(C(=O)C1(CC)C)Cl